FC1=C(C=2C=NC(=NC2C=C1C1=C(C2=C(OCCN2)N=C1)C)NC1=CC=C(C=C1)C1(CC1)S(=O)(=O)C)N 6-fluoro-N~2~-{4-[1-(methanesulfonyl)cyclopropyl]phenyl}-7-(8-methyl-2,3-dihydro-1H-pyrido[2,3-b][1,4]oxazin-7-yl)quinazoline-2,5-diamine